tert-butyl (S)-(1-(4-(4-formylthiazol-5-yl)phenyl)ethyl)carbamate C(=O)C=1N=CSC1C1=CC=C(C=C1)[C@H](C)NC(OC(C)(C)C)=O